(S)-3-amino-N-(1-cyano-2-(4-(3-methyl-2-oxo-2,3-dihydrobenzo[d]oxazol-5-yl)phenyl)ethyl)-3-methylbutanamide NC(CC(=O)N[C@@H](CC1=CC=C(C=C1)C=1C=CC2=C(N(C(O2)=O)C)C1)C#N)(C)C